COC(C=CC1=C(C=CC(=C1)O)O)=O methyl-2,5-dihydroxycinnamate